cobalt-cobalt [Co].[Co]